2-(benzo[d]thiazol-2-yl)guanidine S1C(=NC2=C1C=CC=C2)N=C(N)N